F[C@@H]1[C@@H](C1)C(=O)NC=1N=C2N(C=C(C=C2)C2=C(C(=CC=C2)F)C(F)(F)F)C1 (1S,2S)-2-fluoro-N-(6-(3-fluoro-2-(trifluoromethyl)phenyl)imidazo[1,2-a]pyridin-2-yl)cyclopropanecarboxamide